4-bromo-3-methyl-pyridine BrC1=C(C=NC=C1)C